C1CC2=CC=C3C=4C(=CC=C1C24)C(=O)OC3=O acenaphthene-5,6-dicarboxylic anhydride